4-{2-[3-(5-{[(5-chlorothiophen-2-yl)methyl]amino}-1-(2,2-dimethylpropanoyl)-1H-pyrazol-3-yl)piperazin-1-yl]ethyl}morpholine-3-carboxylic acid ClC1=CC=C(S1)CNC1=CC(=NN1C(C(C)(C)C)=O)C1CN(CCN1)CCN1C(COCC1)C(=O)O